3-(3,5-dichloro-4-((2-(trimethylsilyl)ethyl)carbonyl)phenyl)propanoic acid ClC=1C=C(C=C(C1C(=O)CC[Si](C)(C)C)Cl)CCC(=O)O